C(C)(C)(C)OC(=O)NC1=C(C=C(C=C1)C=1SC=C(N1)C(=O)NC(C(=O)NC(C(=O)OC)=C)=C)F Methyl 2-(2-(2-(4-((tert-butoxycarbonyl)amino)-3-fluorophenyl)thiazole-4-carboxamido)acrylamido)acrylate